Ethyl-{[1-(4-fluorophenyl)-5-(4-phenoxyphenyl)-1H-pyrazol-3-yl]oxy}acetat C(C)OC(COC1=NN(C(=C1)C1=CC=C(C=C1)OC1=CC=CC=C1)C1=CC=C(C=C1)F)=O